C(#N)C1=CC=C(C=C1)C1=C(C=CC=2C=NSC21)SC(C(=O)O)(CC)CC 2-[[7-(4-cyanophenyl)benzo[d]isothiazol-6-yl]thio]-2-ethylbutanoic acid